methyl 3-(3-(1-(2-(2-fluoro-5-((6-fluoro-4-(methylthio)-1H-indol-5-yl)oxy)phenyl)-1H-imidazol-5-yl)-1-hydroxyethyl)phenyl)propanoate FC1=C(C=C(C=C1)OC=1C(=C2C=CNC2=CC1F)SC)C=1NC(=CN1)C(C)(O)C=1C=C(C=CC1)CCC(=O)OC